[Cl-].C(=O)(O)[C@H]([NH3+])C1=C(C=CC=C1)F (R)-carboxy(2-fluorophenyl)methanaminium chloride